O1CC(C1)OC1=NC(=NC=C1C(F)(F)F)N[C@H]1CN(CCC1)C1=NN=C2N1CC[C@@H](C2)C(F)(F)F 4-(oxetan-3-yloxy)-5-(trifluoromethyl)-N-((R)-1-((S)-7-(trifluoromethyl)-5,6,7,8-tetrahydro-[1,2,4]triazolo[4,3-a]pyridin-3-yl)piperidin-3-yl)pyrimidin-2-amine